4-(2-fluoro-6-methoxyphenyl)-2-(6-(((1r,2s)-2-hydroxycyclopentyl)amino)pyridin-2-yl)-2,3-dihydro-1H-pyrrolo[3,4-c]pyridin-1-one FC1=C(C(=CC=C1)OC)C1=NC=CC2=C1CN(C2=O)C2=NC(=CC=C2)N[C@H]2[C@H](CCC2)O